pentanoic acid gadolinium [Gd].C(CCCC)(=O)O